(1r,3r)-3-(5-(trifluoromethyl)-1H-imidazol-1-yl)cyclobutyl ((2-(2,6-dioxopiperidin-3-yl)-4-fluoro-3-oxoisoindolin-5-yl)methyl)carbamate O=C1NC(CC[C@H]1N1CC2=CC=C(C(=C2C1=O)F)CNC(OC1CC(C1)N1C=NC=C1C(F)(F)F)=O)=O